6-(3-Fluoro-5-isobutoxyphenyl)-N-(1H-pyrazol-5-ylsulfonyl)-2-spiro[1H-isobenzofuran-3,4'-piperidin]-1'-ylpyridin-3-carboxamid FC=1C=C(C=C(C1)OCC(C)C)C1=CC=C(C(=N1)N1CCC2(CC1)OCC1=CC=CC=C12)C(=O)NS(=O)(=O)C1=CC=NN1